O[C@]1(CCC=2[C@@]([C@H]3CC[C@@]4([C@H](CCC[C@H]4[C@@H]3CC2)C(C)=O)C)(CC1)C)C 1-((1S,4aS,4bS,9S,11aR,11bS,13aS)-9-hydroxy-9,11a,13a-trimethyl-2,3,4,4a,4b,5,7,8,9,10,11,11a,11b,12,13,13a-hexadecahydro-1H-cyclohepta[a]phenanthren-1-yl)ethanone